5-chloro-1'-[2-({3-methyl-2-oxo-1H,2H,3H-imidazo[4,5-b]pyridin-6-yl}oxy)ethyl]-1,2-dihydrospiro[indole-3,4'-piperidin]-2-one ClC=1C=C2C(=CC1)NC(C21CCN(CC1)CCOC=1C=C2C(=NC1)N(C(N2)=O)C)=O